but-1,3-dien C=CC=C